ClC1=NC=2CCN(CC2C=C1F)C(=O)OC(C)(C)C Tert-butyl 2-chloro-3-fluoro-7,8-dihydro-1,6-naphthyridin-6(5H)-carboxylate